10,11-dihydro-5H-dibenz[b,f]azepine C1=CC=CC=2NC3=C(CCC21)C=CC=C3